3-(3'-Adamantan-1-yl-4'-hydroxy-biphenyl-4-yl)-acrylic acid tert-butyl ester C(C)(C)(C)OC(C=CC1=CC=C(C=C1)C1=CC(=C(C=C1)O)C12CC3CC(CC(C1)C3)C2)=O